C(#N)N1C[C@]2(CCC2C1)NC(C1=CC=C(C=C1)C1=C(C=NC=C1)SC1=CC=CC=C1)=O N-((1R)-3-cyano-3-azabicyclo[3.2.0]heptan-1-yl)-4-(3-(phenylthio)pyridin-4-yl)benzamide